FC1(CC1)C1=NC=NC(=C1C=1N=CC2=C(N1)C(=NN2)CC2=CC=C(C=C2)C=2N(C=C(N2)C(F)(F)F)C)OC 5-[4-(1-fluorocyclopropyl)-6-methoxy-pyrimidin-5-yl]-3-[[4-[1-methyl-4-(trifluoromethyl)imidazol-2-yl]phenyl]methyl]-1H-pyrazolo[4,3-d]pyrimidine